ClC=1C=C(OC2=C(C=C(C=C2)NC(CC2=CC=CC=C2)=O)S(N)(=O)=O)C=CC1 N-[4-(3-chlorophenoxy)-3-sulfamoylphenyl]-2-phenylacetamide